4-(2-(6-((3R,5R)-3-Amino-5-fluoropiperidine-1-carbonyl)-3-methylbenzofuran-2-yl)-1-(cyclopropylmethyl)-1H-indol-6-yl)-2-chlorobenzamide N[C@H]1CN(C[C@@H](C1)F)C(=O)C1=CC2=C(C(=C(O2)C=2N(C3=CC(=CC=C3C2)C2=CC(=C(C(=O)N)C=C2)Cl)CC2CC2)C)C=C1